3-fluoro-6-(2-methoxy-4-pyridyl)-2-vinyl-aniline FC=1C(=C(N)C(=CC1)C1=CC(=NC=C1)OC)C=C